C1(CC1)C=1C=NN2C1C(=CC(=C2)C=2N=NN(C2C)C2CCN(CC2)C(=O)OC(C)(C)C)OC tert-Butyl 4-[4-(3-cyclopropyl-4-methoxy-pyrazolo[1,5-a]pyridin-6-yl)-5-methyl-triazol-1-yl]piperidine-1-carboxylate